N-(tert-Butylsulfonyl)-3-((2,6-dimethylbenzyl)oxy)-4-methylbenzamide C(C)(C)(C)S(=O)(=O)NC(C1=CC(=C(C=C1)C)OCC1=C(C=CC=C1C)C)=O